Cl.O=C1N(C2=C(N1)C=CC(=C2)C(=O)OC)CC2CNCC2 methyl 2-oxo-3-(pyrrolidin-3-ylmethyl)-2,3-dihydro-1H-benzo[d]imidazole-5-carboxylate hydrochloride